6-((1-((5-chloro-1-methyl-1H-imidazol-4-yl)methyl)-3-oxoisoindolin-2-yl)methyl)benzo[d]oxazol-2(3H)-one ClC1=C(N=CN1C)CC1N(C(C2=CC=CC=C12)=O)CC1=CC2=C(NC(O2)=O)C=C1